FC1=C(C(=CC(=C1)CNC(C)C)F)C=1C=C2C(=CN1)NN=C2C(=O)NC2=CC=C(C=C2)N2CCN(CC2)C 5-(2,6-difluoro-4-((isopropylamino)methyl)phenyl)-N-(4-(4-methylpiperazin-1-yl)phenyl)-1H-pyrazolo[3,4-c]pyridine-3-carboxamide